C(C)NS(=O)(=O)C1=CC=C(C=C1)NC(NCC=1C=NC=CC1)=O 3-[4-(ethylsulfamoyl)phenyl]-1-(pyridin-3-ylmethyl)urea